1,2,4-thiadiazol-5-one S1NC=NC1=O